ClC1=CC=C(C=C1)[C@@]1(N(C(C2=CC(=CC(=C12)F)C(C)(C)O)=O)CC1=NC=C(C=C1)Cl)OCC(CC)O (3R)-3-(4-chlorophenyl)-2-[(5-chloropyridin-2-yl)methyl]-4-fluoro-3-(2-hydroxybutoxy)-6-(2-hydroxypropan-2-yl)-2,3-dihydro-1H-isoindol-1-one